C12(CCC3=CC=CC=C13)CCC1=CC=CC=C12 spirobi-indane